ClC1=C(OC=2C=CC(N(C2)C(C(=O)[O-])C)=O)C(=CC(=C1)NN=C(C(=O)NC(=O)OCC)C#N)Cl 2-(5-(2,6-dichloro-4-(2-(1-cyano-2-((ethoxycarbonyl)amino)-2-oxoethylidene)hydrazinyl)phenoxy)-2-oxopyridin-1(2H)-yl)propanoate